BrC=1N=C2N(C=CC(=C2)C2=C(C(=CC(=C2OC)F)Cl)Cl)C1 2-Bromo-7-(2,3-dichloro-5-fluoro-6-methoxyphenyl)imidazo[1,2-a]pyridine